(2-cyano-5-fluorophenyl)boronic acid C(#N)C1=C(C=C(C=C1)F)B(O)O